CC=1C=C(C(=O)NC2=CC=C(C=C2)C)C=CC1 3-methyl-N-(4-methylphenyl)benzamide